(E)-N-[1-(2-nitrophenyl)-1H-pyrrol-2-yl-allylideneamino]-guanidinium ketoglutarate O=C(C(=O)[O-])CCC(=O)[O-].[N+](=O)([O-])C1=C(C=CC=C1)N1C(=CC=C1)C=C\C=N\NC(=[NH2+])N.[N+](=O)([O-])C1=C(C=CC=C1)N1C(=CC=C1)C=C\C=N\NC(=[NH2+])N